(1H-1,2,4-triazole-1-yl)benzaldehyde N1(N=CN=C1)C1=C(C=O)C=CC=C1